dibutyl-methoxypropoxysilane Tert-butyl-2-(2-(4-((diethoxyphosphoryl)methoxy)phenyl)-6-oxo-5-((3-phenylpropyl)amino)pyrimidin-1(6H)-yl)acetate C(C)(C)(C)OC(CN1C(=NC=C(C1=O)NCCCC1=CC=CC=C1)C1=CC=C(C=C1)OCP(=O)(OCC)OCC)=O.C(CCC)[SiH](OCCCOC)CCCC